CC(C1CCC2C1(CCC3C2CC=C4C3(CCC(C4)O)C)C)O 5-Pregnen-3β,20β-diol